BrC1=C(C(=O)N(C)C)C=C(C=C1C=C)C 2-bromo-N,N,5-trimethyl-3-vinylbenzamide